OCCCC1=CN(C2=CC=C(C=C12)N1N=C(C=C1C)C(=O)N)CC1=CC=C(C=C1)C1=CC=C(C=C1)S(=O)(=O)C 1-(3-(3-hydroxypropyl)-1-((4'-(methylsulfonyl)-[1,1'-biphenyl]-4-yl)methyl)-1H-indol-5-yl)-5-methyl-1H-pyrazole-3-carboxamide